2,7-dimethyl-4H-benzo[d][1,3]oxazine-4-one CC=1OC(C2=C(N1)C=C(C=C2)C)=O